OC(CNC(OC(C)(C)C)=O)C Tert-butyl (2-hydroxypropyl)carbamate